C(C)(=O)C1=NN(C2=CC=C(C=C12)C=1C=NC(=NC1)C)CC(=O)N1[C@@H](CC(C1)(F)CN)C(=O)NC1=NC(=CC=C1)Br (2S)-1-(2-(3-acetyl-5-(2-methylpyrimidin-5-yl)-1H-indazol-1-yl)acetyl)-4-(aminomethyl)-N-(6-bromopyridin-2-yl)-4-fluoropyrrolidine-2-carboxamide